O=C1N(CC2=CC(=CC=C12)C1CCN(CC1)CC1=CC(=NC=C1)OC1=CC=CC=C1)C1C(NC(CC1)=O)=O 3-(1-Oxo-5-(1-((2-phenoxypyridin-4-yl)methyl)piperidin-4-yl)isoindolin-2-yl)piperidine-2,6-dione